1,4,6,9-tetramethyl-1,4,6,9-tetraaza-5-silaspiro[4.4]nonane CN1CCN([Si]12N(CCN2C)C)C